ethyl 1-(5-iodo-6-(4-methoxybutyl)pyrazin-2-yl)piperidine-4-carboxylate IC=1N=CC(=NC1CCCCOC)N1CCC(CC1)C(=O)OCC